propanedione-2-[O-(ethoxycarbonyl) oxime] C(C)OC(=O)ON=C(C=O)C